C1(CC1)C=1C=C(C=CC1)C(C(C1=CC=CC=C1)OC(N)=O)(F)F carbamic acid 2-(3-cyclopropylphenyl)-2,2-difluoro-1-phenylethyl ester